N6-methyladenosine monophosphate P(=O)(O)(O)OC[C@@H]1[C@H]([C@H]([C@@H](O1)N1C=NC=2C(NC)=NC=NC12)O)O